NC=1C(=CC(=C(C1)NC1=NC=C(C(=N1)NC1=C(C=CC=C1)NS(=O)(=O)C)Cl)OC)N1CCOCC1 N-(2-((2-((5-amino-2-methoxy-4-morpholinophenyl)amino)-5-chloropyrimidin-4-yl)amino)phenyl)methane-sulfonamide